OC=1C(=NC(=CC1)CCCN1CCCCC1)\C=N\O (E)-3-hydroxy-6-(3-(piperidin-1-yl)propyl)pyridineformaldoxime